C(CC)N1N=C(C=C1)CCC 1,3-dipropylpyrazole